[Cl-].[Cl-].C1(C=CC=2CCCCC12)[Zr+2]C1C=CC=C1 4,5,6,7-tetrahydroindenyl-cyclopentadienyl-zirconium dichloride